4-(4-methoxyphenyl)-N-methyl-N-(1-methylpiperidin-3-yl)phthalazin-1-amine COC1=CC=C(C=C1)C1=NN=C(C2=CC=CC=C12)N(C1CN(CCC1)C)C